2-fluoro-5-vinyl-benzaldehyde FC1=C(C=O)C=C(C=C1)C=C